FC(C=O)=CN1CCOCC1 2-Fluoro-3-(morpholin-4-yl)acrylaldehyde